(3S,7R)-19-(2,6-dimethylphenyl)-5-(2-methoxyethyl)-2-oxa-15λ6-thia-5,9,16,18,21-pentaazatetracyclo[15.3.1.13,7.110,14]tricosa-1(21),10(22),11,13,17,19-hexaene-8,15,15-trione CC1=C(C(=CC=C1)C)C=1N=C2NS(C3=CC=CC(NC([C@H]4CN(C[C@@H](OC(C1)=N2)C4)CCOC)=O)=C3)(=O)=O